t-butyl 2-(2-sulfamoylphenyl)acetate S(N)(=O)(=O)C1=C(C=CC=C1)CC(=O)OC(C)(C)C